2-[3-(6-methyl-2-pyridyl)-1H-pyrazol-4-yl]-7-piperazin-1-yl-1,5-naphthyridine CC1=CC=CC(=N1)C1=NNC=C1C1=NC2=CC(=CN=C2C=C1)N1CCNCC1